(S)-3-(6-chloro-4-(4-cyano-2,6-dimethylphenyl)pyridin-2-yl)-3-((S*)-2-(5-(2-(dimethylamino)ethyl)-2-oxo-4-(trifluoromethyl)pyridin-1(2H)-yl)-4-methylpentanamido)propanoic acid ClC1=CC(=CC(=N1)[C@H](CC(=O)O)NC([C@H](CC(C)C)N1C(C=C(C(=C1)CCN(C)C)C(F)(F)F)=O)=O)C1=C(C=C(C=C1C)C#N)C |o1:14|